((S)-tert-butyl 1-((R)-4-bromo 6-fluoro-1-(3-methyl-3-(methylsulfonyl) but-1-yn-1-yl)-6,7-dihydro-5H-cyclopenta[c]pyridin-3-yl)-2-(3,5-difluorophenyl) ethyl) carbamate C(N)(O[C@@H](C(C1=CC(=CC(=C1)F)F)C(C)(C)C)C1=C(C2=C(C(=N1)C#CC(C)(S(=O)(=O)C)C)C[C@H](C2)F)Br)=O